ClC1=NC2=CC=C(C=C2C(=C1)NCCC1=CC=C(C=C1)[N+](=O)[O-])OC 2-chloro-6-methoxy-N-(4-nitrophenylethyl)quinolin-4-amine